(E)-1-(2-chlorophenyl)-3-(4-((E)-3-(4-nitrophenyl)-3-oxoprop-1-en-1-yl)phenyl)prop-2-en-1-one ClC1=C(C=CC=C1)C(\C=C\C1=CC=C(C=C1)\C=C\C(=O)C1=CC=C(C=C1)[N+](=O)[O-])=O